2-(2-bromoethyl)-1,3-dioxane BrCCC1OCCCO1